Tri(n-butyl)ammonium tetrakis(2-methylphenyl)borate CC1=C(C=CC=C1)[B-](C1=C(C=CC=C1)C)(C1=C(C=CC=C1)C)C1=C(C=CC=C1)C.C(CCC)[NH+](CCCC)CCCC